[Br-].OC1=C(OC=2C3=C(C=CC2C1=O)OC(O3)(C3=CC=CC=C3)C3=CC=CC=C3)C3=CC=C(C=C3)CCC[P+](C3=CC=CC=C3)(C3=CC=CC=C3)C3=CC=CC=C3 (3-(4-(7-Hydroxy-6-oxo-2,2-diphenyl-6H-[1,3]dioxolo[4,5-h]chromen-8-yl)phenyl)propyl)triphenylphosphonium bromide